C1(=CC=CC=C1)S(=O)CC(=O)OC Methyl 2-phenylsulfinylacetat